1-Ethyl-4-(4-ethyl-2,6-dimethoxyphenyl)-5-methylindolin-2-one C(C)N1C(CC2=C(C(=CC=C12)C)C1=C(C=C(C=C1OC)CC)OC)=O